NCC=1C(=C(C=CC1)C1=CC(=CC=2C=COC21)COC2=C(C=CC(=C2)C(F)(F)F)CC(=O)O)F 2-(2-((7-(3-(aminomethyl)-2-fluorophenyl)benzofuran-5-yl)methoxy)-4-(trifluoromethyl)phenyl)acetic acid